N-[(3S)-1-[6-methoxy-5-(3-methoxypropoxy)pyridin-3-yl]-4-methylpentan-3-yl]Carbamic acid tert-butyl ester C(C)(C)(C)OC(N[C@@H](CCC=1C=NC(=C(C1)OCCCOC)OC)C(C)C)=O